(S)-9-ethyl-5-fluoro-9-hydroxy-4-(2-hydroxyethyl)-1,2,12,15-tetrahydro-7H,13H-[1,4]oxazino[2,3,4-ij]pyrano[3',4':6,7]indolizino[2,1-b]quinoline-7,10,13(9H)-trione C(C)[C@]1(C(OCC=2C(N3CC=4N5C6=C(C(=C(C=C6C(C4C3=CC21)=O)F)CCO)OCC5)=O)=O)O